NC(C)C1=NC(=NN1C1=CC=C(C=N1)C#N)Br 6-[5-(1-Aminoethyl)-3-bromo-1,2,4-triazol-1-yl]pyridin-3-carbonitril